C(#N)CC1(CC1)N(C(OC(C)(C)C)=O)CC(O)C1=CC(=CC=C1)C(F)F tert-butyl (1-(cyanomethyl)cyclopropyl)(2-(3-(difluoromethyl)phenyl)-2-hydroxyethyl)carbamate